CN1C=2C=CC(=NC2C(=C(C1=O)C#N)N1C[C@H](N(CC1)CC1=CC(=CC=C1)OC(F)(F)F)C)C#N 5-Methyl-8-[(3R)-3-methyl-4-{[3-(trifluoromethoxy)phenyl]methyl}piperazin-1-yl]-6-oxo-5,6-dihydro-1,5-naphthyridin-2,7-dicarbonitril